(S)-tert-butyl(1-cyano-2-(2-fluoro-4-(3-methyl-2-oxo-2,3-dihydrobenzo[d]oxazol-5-yl)phenyl)ethyl)carbamate C(C)(C)(C)OC(N[C@@H](CC1=C(C=C(C=C1)C=1C=CC2=C(N(C(O2)=O)C)C1)F)C#N)=O